C1=NC=CC2=C(C=CC=C12)NC(N)=O 3-(isoquinolin-5-yl)urea